2,6-dichloro-4-methylphenoxy acetate C(C)(=O)OOC1=C(C=C(C=C1Cl)C)Cl